CC1=C(C=CC=C1C1=NN=C(O1)C=1C=C(CNCCC(=O)N)C=CC1)C1=CC=CC=C1 3-((3-(5-(2-methyl-[1,1'-biphenyl]-3-yl)-1,3,4-oxadiazol-2-yl)benzyl)amino)propanamide